2-methyl-6-(4,4,5,5-tetramethyl-1,3,2-dioxaborolan-2-yl)-8-(trifluoromethyl)imidazo[1,2-a]pyridine CC=1N=C2N(C=C(C=C2C(F)(F)F)B2OC(C(O2)(C)C)(C)C)C1